C(C=C)(=O)N1CCN(CC1)C1=C(C(=NC2=C(N=CC=C12)OC1=C2C=NNC2=CC(=C1Cl)F)OC=1C=CC=C2CCN(CC12)C)C#N 4-(4-acryloylpiperazin-1-yl)-8-((5-chloro-6-fluoro-1H-indazol-4-yl)oxy)-2-((2-methyl-1,2,3,4-tetrahydroisoquinolin-8-yl)oxy)-1,7-naphthyridine-3-carbonitrile